1'-[[5-[5-(difluoromethyl)-1,3,4-oxadiazol-2-yl]thiazol-2-yl]methyl]spiro[cyclopropane-1,3'-pyrrolo[2,3-c]pyridine]-2'-one FC(C1=NN=C(O1)C1=CN=C(S1)CN1C(C2(C=3C1=CN=CC3)CC2)=O)F